6-bromo-8-cyclopentyl-2-(methylsulfonyl)pyrido[2,3-d]pyrimidin-7(8H)-one BrC1=CC2=C(N=C(N=C2)S(=O)(=O)C)N(C1=O)C1CCCC1